N-(2-chloro-4-(trifluoromethyl)phenyl)-2-(2-(cyclohepta-1-en-1-yl)-5-ethyl-6-(4-(3-hydroxyeicosanyl)piperazin-1-yl)-7-oxo-[1,2,4]triazolo[1,5-a]pyrimidin-4(7H)-yl)acetamide ClC1=C(C=CC(=C1)C(F)(F)F)NC(CN1C=2N(C(C(=C1CC)N1CCN(CC1)CCC(CCCCCCCCCCCCCCCCC)O)=O)N=C(N2)C2=CCCCCC2)=O